ClC1=C(C(=CC=C1)Cl)CC(C)=O 2,6-dichlorophenylacetone